FC1(CC2(C1)CCN(CC2)CC2=C(C=C(CNC1=C3C(N(C(C3=CC=C1)=O)C1C(NC(CC1)=O)=O)=O)C=C2)C)F 4-(4-((2,2-difluoro-7-azaspiro[3.5]nonan-7-yl)methyl)-3-methylbenzylamino)-2-(2,6-dioxopiperidin-3-yl)isoindoline-1,3-dione